2-methyl-2-[5-[(3R)-3-amino-5,5,7-trifluoro-2-oxo-1-[[4-[4-(trifluoromethoxy)pyrazol-1-yl]phenyl]methyl]-3,4-dihydro-1-benzazepin-8-yl]-1,3,4-oxadiazol-2-yl]propanenitrile CC(C#N)(C)C=1OC(=NN1)C1=CC2=C(C(C[C@H](C(N2CC2=CC=C(C=C2)N2N=CC(=C2)OC(F)(F)F)=O)N)(F)F)C=C1F